4-((1-(2-(4-(1-(2,6-dioxopiperidin-3-yl)-3-methyl-2-oxo-2,3-dihydro-1H-benzo[d]imidazol-5-yl)piperidin-1-yl)acetyl)piperidin-4-yl)ethynyl)naphthalen O=C1NC(CCC1N1C(N(C2=C1C=CC(=C2)C2CCN(CC2)CC(=O)N2CCC(CC2)C#CC2=CC=CC1=CC=CC=C21)C)=O)=O